O[C@@H]1[C@H]([C@H](NC1)CC1=CC=C(C=C1)OC)N(C(O)=O)CCCCN.COC1=C(C=C(C=C1)C=CC)OC 1,2-dimethoxy-4-(1-propenyl)benzene (2R,3S,4S)-4-hydroxy-2-[(4-methoxyphenyl)methyl]pyrrolidin-3-yl-N-(4-aminobutyl)carbamate